N1=NC=CC2=C1CCC2 6,7-dihydro-5H-cyclopenta[c]pyridazine